(2-(3-fluoropyridin-2-yl)-3-methyl-1H-indol-5-yl)methylamine FC=1C(=NC=CC1)C=1NC2=CC=C(C=C2C1C)CN